N[C@@H]1[C@@H](CCC1)NC(=O)C=1SC=2N=CC=C3N(C(NC1C23)=O)C2=C(C=C(C=C2)OC2=CC=CC=C2)C N-((1R,2S)-2-Aminocyclopentyl)-5-(2-methyl-4-phenoxyphenyl)-4-oxo-4,5-dihydro-3H-1-thia-3,5,8-triazaacenaphthylene-2-carboxamide